O1[C@H](C1)C(=O)OCC Ethyl (2R)-oxirane-2-carboxylate